Barium chlorid [Cl-].[Ba+2].[Cl-]